2-(1-oxa-7-azaspiro[3.5]nonan-7-yl)acetonitrile O1CCC12CCN(CC2)CC#N